FC1=CC=C(OCC2N(C3CC(C2)C3)C(=O)C3=NC(=CC=C3C3=NC=CC=N3)C)C=C1 3-(4-fluorophenoxymethyl)-2-{[6-methyl-3-(pyrimidin-2-yl)pyridin-2-yl]carbonyl}-2-azabicyclo[3.1.1]heptane